N1C=NC2=C1C=CC(=C2)N2C(NC[C@@H]2C2=CC=C(C=C2)OCCC)=O (S)-1-(1H-benzo[d]imidazol-5-yl)-5-(4-propoxyphenyl)imidazolidin-2-one